N-(2-((R)-2-(azetidin-1-ylmethyl)pyrrolidin-1-yl)-4-methoxy-5-((6-((R)-3-(3-phenoxyphenyl)isoxazolidin-2-yl)pyrimidin-4-yl)amino)phenyl)acrylamide N1(CCC1)C[C@@H]1N(CCC1)C1=C(C=C(C(=C1)OC)NC1=NC=NC(=C1)N1OCC[C@@H]1C1=CC(=CC=C1)OC1=CC=CC=C1)NC(C=C)=O